(S)-tert-butyl (2-((2-(N,N-bis(4-methoxybenzyl)sulfamoyl)-4-iodo-3-(2-(4-methoxybenzyl)-2H-tetrazol-5-yl)phenyl)sulfonyl)-3-((tert-butyldimethylsilyl)oxy) propyl)carbamate COC1=CC=C(CN(S(=O)(=O)C2=C(C=CC(=C2C=2N=NN(N2)CC2=CC=C(C=C2)OC)I)S(=O)(=O)[C@@H](CNC(OC(C)(C)C)=O)CO[Si](C)(C)C(C)(C)C)CC2=CC=C(C=C2)OC)C=C1